1-methylimidazole chlorine salt [Cl].CN1C=NC=C1